CC1=C(C=CC(=C1)C1(CC(=C(C2=CC=CC=C12)N)\N=N\[H])S(=O)(=O)N)C1=C(C=C(C=C1)C1(CC(=C(C2=CC=CC=C12)N)\N=N\[H])S(=O)(=O)N)C 1,1'-(2,2'-dimethyl[1,1'-biphenyl]-4,4'-diyl)bis{4-amino-3-[(E)-diazenyl]naphthalene-1-sulfonamide}